21-Hydroxy-heptacosanoic acid OC(CCCCCCCCCCCCCCCCCCCC(=O)O)CCCCCC